1-allyl-piperidine hexafluorophosphate F[P-](F)(F)(F)(F)F.C(C=C)N1CCCCC1